CC1(CC2C(CC1)O2)C(=O)OCC2CC1C(CC2)(O1)C 4-epoxy-1-methylcyclohexylmethyl 3,4-epoxy-1-methylcyclohexylcarboxylate